6-fluoro-1,5-dihydro-4H-pyrazolo[4,3-c]quinolin-4-one FC1=CC=CC=2C3=C(C(NC12)=O)C=NN3